(S)-1-(5-methoxy-2-(1-methyl-1H-pyrazol-4-yl)-4-nitrophenyl)-4-(pyrrolidin-3-ylmethyl)piperazine COC=1C(=CC(=C(C1)N1CCN(CC1)C[C@@H]1CNCC1)C=1C=NN(C1)C)[N+](=O)[O-]